2-(9-(3-acetoxy-4-hydroxyphenyl)nonanoyl)-1,3-phenylene diacetate C(C)(=O)OC1=C(C(=CC=C1)OC(C)=O)C(CCCCCCCCC1=CC(=C(C=C1)O)OC(C)=O)=O